C(C)(C)(C)[P@@]1COC2=C1C(=CC=C2)N2C(=CC=C2C2=CC=CC=C2)C2=CC=CC=C2 1-[(3S)-3-tert-butyl-2,3-dihydro-1,3-benzoxaphosphole-4-yl]-2,5-diphenyl-1H-pyrrole